C(C)(C)(C)OC(C1=C(C(=CC=C1[N+](=O)[O-])OC1=C(C(=CC=C1F)N(S(=O)(=O)CCC)S(=O)(=O)CCC)Cl)C)=O tert-butyl-3-{2-chloro-6-fluoro-3-[N-(propane-1-sulfonyl)propane-1-sulfonamido]-phenoxy}-2-methyl-6-nitrobenzoate